6-Chloro-3-((1-(3-cyclopropylpropanoyl)-4-hydroxypiperidin-4-yl)methyl)-7-(4-((3R,6S)-6-methylmorpholin-3-yl)phenyl)-3,7-dihydro-4H-pyrrolo[2,3-d]pyrimidin-4-one ClC1=CC2=C(N=CN(C2=O)CC2(CCN(CC2)C(CCC2CC2)=O)O)N1C1=CC=C(C=C1)[C@H]1NC[C@@H](OC1)C